ClC1=CC=C(C=C1)CCNC(=S)N1CC2=CC(=C(C=C2CC1)O)O N-[2-(4-chlorophenyl)ethyl]-6,7-dihydroxy-1,2,3,4-tetrahydroisoquinoline-2-carbothioamide